4-(2-(pyrrolidin-1-yl)ethoxy)phenethylcarbamic acid tert-butyl ester C(C)(C)(C)OC(NCCC1=CC=C(C=C1)OCCN1CCCC1)=O